Cl.N[C@@H]1CN(CC[C@@H]1F)C1=NC2=C(N1CC1=NC=C(C#N)C=C1)C=C(C=C2)OC 6-((2-((3R,4S)-3-Amino-4-fluoropiperidin-1-yl)-6-methoxy-1H-benzo[d]imidazol-1-yl)methyl)nicotinonitril-hydrochlorid